C(C)N(CC)[Si](CCC(F)(F)F)(CCC(F)(F)F)CCC(F)(F)F diethylamino-tris(3,3,3-trifluoropropyl)silane